2-[3-difluoromethyl-5-fluorophenoxy]-8,8-difluoro-5-trifluoromethylbicyclo[4.2.0]octa-1,3,5-trien-7-ol FC(C=1C=C(OC2=C3C(C(C3=C(C=C2)C(F)(F)F)O)(F)F)C=C(C1)F)F